benzyl 7,10,13-tris(2-methoxyethyl)-3,6,9,12-tetraoxo-1-phenyl-2-oxa-4,7,10,13-tetraazahexadecane-16-oate COCCN(C(CNC(OCC1=CC=CC=C1)=O)=O)CC(N(CC(N(CCC(=O)OCC1=CC=CC=C1)CCOC)=O)CCOC)=O